1-(2-bromophenyl)cyclopropan-1-amine hydrochloride Cl.BrC1=C(C=CC=C1)C1(CC1)N